C(C=C)N1N=C(N=C1C1=C(C=CC(=C1)OC=1C(=C2C=CN(C2=CC1F)COCC[Si](C)(C)C)F)O)C(C)C=1C(=C(C=CC1)CCC(=O)OCC)F Ethyl 3-(3-(1-(1-allyl-5-(5-((4,6-difluoro-1-((2-(trimethylsilyl)ethoxy)methyl)-1H-indol-5-yl)oxy)-2-hydroxyphenyl)-1H-1,2,4-triazol-3-yl)ethyl)-2-fluorophenyl)propanoate